1-(1H-Benzo[d]imidazol-2-yl)ethan-1-on N1C(=NC2=C1C=CC=C2)C(C)=O